bis(butyldichlorosilyl)methane C(CCC)[Si](Cl)(Cl)C[Si](CCCC)(Cl)Cl